5-((1-(2-chloro-3-fluorophenyl)ethyl)amino)-4-(difluoromethyl)-N-((R,E)-4-(methylsulfonyl)but-3-en-2-yl)pyrimidine-2-carboxamide ClC1=C(C=CC=C1F)C(C)NC=1C(=NC(=NC1)C(=O)N[C@H](C)\C=C\S(=O)(=O)C)C(F)F